NC1=CC=C(C=2N1C(=CN2)C(=O)OC)I methyl 5-amino-8-iodoimidazo[1,2-a]pyridine-3-carboxylate